C(C)(C)(C)OC(=O)N1CC(C1)(C(=O)O)O 1-[(tert-butoxy)carbonyl]-3-hydroxyazetidine-3-carboxylic acid